Anthraquinone-2,6-disulfonic Acid Disodium Salt [Na+].[Na+].C1=C(C=CC=2C(C3=CC(=CC=C3C(C12)=O)S(=O)(=O)[O-])=O)S(=O)(=O)[O-]